3,4-difluorophenyl-lithium FC=1C=C(C=CC1F)[Li]